2-HYDROXY-3,5,5-TRIMETHYL-2-CYCLOHEXENONE OC=1C(CC(CC1C)(C)C)=O